[K+].FC(C(C(F)(F)S(=O)(=O)[O-])(F)F)(CCCCCCCCC(F)(F)F)F.[K+].FC(C(C(F)(F)S(=O)(=O)[O-])(F)F)(CCCCCCCCC(F)(F)F)F potassium nonafluorododecyl-sulfonate potassium